CC(C1=CC=CC=C1)N (+)-alpha-methylbenzylamine